FC1CN(CCC1)CCCC=C 3-fluoro-1-(pent-4-en-1-yl)piperidine